3-((4-ethylphenyl)sulfonyl)-6-methoxy-4-(1H-1,2,4-triazol-1-yl)quinoline C(C)C1=CC=C(C=C1)S(=O)(=O)C=1C=NC2=CC=C(C=C2C1N1N=CN=C1)OC